3-((2-hydroxy-4-methylphenyl)imino)coumarin OC1=C(C=CC(=C1)C)N=C1C(OC2=CC=CC=C2C1)=O